CC12CCCC(CC1)(C2)C 1,5-dimethylbicyclo[3.2.1]octane